2-(3-(1-hydroxyethyl)phenyl)-2-methylpropanenitrile OC(C)C=1C=C(C=CC1)C(C#N)(C)C